tert-butyl (((1RS,2RS)-1,2-dihydroxy-4-(methylsulfonyl)cyclohexyl)methyl)carbamate O[C@@]1([C@@H](CC(CC1)S(=O)(=O)C)O)CNC(OC(C)(C)C)=O |r|